O=C1NC(CCC1OC=1C=C(C=CC1)S(=O)(=O)Cl)=O 3-[(2,6-dioxo-3-piperidyl)oxy]benzenesulfonyl chloride